1,4-bis(imidazol-1-ylmethyl)benzene N1(C=NC=C1)CC1=CC=C(C=C1)CN1C=NC=C1